N-[(1R)-1-methyl-2-oxo-ethyl]carbamate C[C@H](C=O)NC([O-])=O